ClC=1C(N(C(=CC1OC([2H])C1=NC=C(C=C1F)F)C)C1=CC(=NC=C1C)C(=O)[O-])=O (P)-3-chloro-4-((3,5-difluoropyridin-2-yl)methoxy-d)-5',6-dimethyl-2-oxo-2H-[1,4'-bipyridine]-2'-carboxylate